4-((S)-10-Acryloyl-2-fluoro-5-methyl-14-oxo-8,8a,9,10,11,12-hexahydro-7H,14H-pyrazino[1',2':5,6][1,5]diazocino[3,2,1-hi]indol-3-yl)-2-amino-7-fluorobenzo[b]thiophene-3-carbonitrile C(C=C)(=O)N1C[C@H]2N(C(C=3C=C(C(=C4C=C(N(C34)CC2)C)C2=CC=C(C=3SC(=C(C32)C#N)N)F)F)=O)CC1